NC1=NC=2C=C(C(=CC2C2=C1C=NN2C)C(=O)N(C)[C@H]2COCC1=C2C=CC(=C1)OC)F 4-amino-7-fluoro-N-((4R)-7-methoxy-3,4-dihydro-1H-2-benzopyran-4-yl)-N,1-dimethyl-1H-pyrazolo[4,3-c]-quinoline-8-carboxamide